S(C=1C(=C(C=C(C1)C)O)C(C)(C)C)C=1C(=C(C=C(C1)C)O)C(C)(C)C thiobis(5-methyl-2-tert-butylphenol)